(1R,2S,5R)-2-isopropyl-5-methylcyclohexyl [1,1'-biphenyl]-4-carboxylate thianthrene salt C1=CC=CC=2SC3=CC=CC=C3SC12.C1(=CC=C(C=C1)C(=O)O[C@H]1[C@@H](CC[C@H](C1)C)C(C)C)C1=CC=CC=C1